BrC1=C(C=C2C(N(C(C2=C1)=O)C1C(NC(CC1)=O)=O)=O)CN(C1CCN(CC1)C1=CC=C(C=C1)NC1=NC=C(C(=N1)NCC=1C=NC=CC1)C(F)(F)F)C 3-(((2-((4-(4-(((6-bromo-2-(2,6-dioxopiperidin-3-yl)-1,3-dioxoisoIndoline-5-yl)methyl)(methyl)amino)piperidin-1-yl)phenyl)amino)-5-(trifluoromethyl)pyrimidin-4-yl)amino)methyl)pyridine